CC1CC(OCC1)C=C(C)C 4-methyl-2-(2-methyl-1-propen-1-yl)tetrahydro-2H-pyran